6-(methylsulfonyl)-2-methyl-N-{(1R)-1-[3-(trifluoromethyl)phenyl]ethyl}pyrido[3,4-d]pyrimidin-4-amine CS(=O)(=O)C1=CC2=C(N=C(N=C2N[C@H](C)C2=CC(=CC=C2)C(F)(F)F)C)C=N1